[Na].NC1=NC=2C=C(C=CC2C=2C1=NN(C2)CCNC(=O)C2=NC=CC=C2)N2N=CC=C2 N-{2-[4-amino-7-(1H-pyrazol-1-yl)-2H-pyrazolo[3,4-c]quinolin-2-yl]ethyl}pyridine-2-carboxamide sodium